CC1=C(C(=CC(=C1)C)C)S(=O)(=O)ONC(=O)OC(C)(C)C (tert-butoxycarbonylamino) 2,4,6-trimethylbenzenesulfonate